1-tert-butyl 2-methyl (2R,4R)-4-{[(benzyloxy)carbonyl]amino}pyrrolidine-1,2-dicarboxylate C(C1=CC=CC=C1)OC(=O)N[C@@H]1C[C@@H](N(C1)C(=O)OC(C)(C)C)C(=O)OC